p-propoxyphenyldimethylmethane C(CC)OC1=CC=C(C=C1)C(C)C